C(CCCCCCCCCCC)CC(C(=O)[O-])N.[Na+] sodium 3-dodecyl-aminopropionate